N1=CC=C(C=C1)COC1=CC=C2CCNCC2=C1 7-(pyridin-4-ylmethoxy)-1,2,3,4-tetrahydroisoquinoline